FC1=C(C(=CC(=C1)C=1C(=NC=CC1)SC(C)C)F)N1CCC(CC1)CCC(=O)O 3-[1-[2,6-difluoro-4-(2-isopropylsulfanyl-3-pyridyl)phenyl]-4-piperidyl]propionic acid